CC=1C=C(C=C(C1Cl)C)B1OC(C(O1)(C)C)(C)C 2-(3,5-dimethyl-4-chlorophenyl)-4,4,5,5-tetramethyl-1,3,2-dioxaborolane